BrC1=C(C=C(C(=O)N2CC=3N=C(N(C(C3C[C@H]2C)=O)C2=CC=C(C=C2)OC[C@H](C)O)N2N=C(C=C2C)C)C=C1)C(F)(F)F (6R)-7-[4-bromo-3-(trifluoromethyl)benzoyl]-2-(3,5-dimethylpyrazol-1-yl)-3-[4-[(2S)-2-hydroxypropoxy]phenyl]-6-methyl-6,8-dihydro-5H-pyrido[3,4-d]pyrimidin-4-one